3-iodo-5-methyl-5H-pyrrolo[2,3-d]pyridazine IC1=CN=C2C=NN(C=C21)C